rac-(1R,2R,6S)-2-((2-fluoro-4-(trifluoromethyl)phenyl)carbamoyl)-4-(methoxymethyl)-6-(4-(methylamino)phenyl)cyclohexane-1-carboxylic acid FC1=C(C=CC(=C1)C(F)(F)F)NC(=O)[C@H]1[C@@H]([C@H](CC(C1)COC)C1=CC=C(C=C1)NC)C(=O)O |r|